C(C=C)N(C(OC(C)(C)C)=O)C(=O)C=1N=NN(C1C=C)CC1=CC=CC=C1 tert-butyl allyl(1-benzyl-5-vinyl-1H-1,2,3-triazole-4-carbonyl)carbamate